(phenylmethyl)triphenylphosphonium 4-butyl-1-(2,4-difluorophenyl)-3-(4-fluorophenyl)-5-methyl-4,5-dihydro-1H-pyrazole-5-carboxylate C(CCC)C1C(=NN(C1(C(=O)[O-])C)C1=C(C=C(C=C1)F)F)C1=CC=C(C=C1)F.C1(=CC=CC=C1)C[P+](C1=CC=CC=C1)(C1=CC=CC=C1)C1=CC=CC=C1